C1(CC1)CC1NCCC=2N=C(N=C(C21)OCC2=CC=C(C=C2)C(F)(F)F)C (cyclopropylmethyl)-2-methyl-4-((4-(trifluoromethyl)phenyl)methoxy)-5,6,7,8-tetrahydropyrido[4,3-d]pyrimidine